(3Z)-6-(nonanyloxymethoxy)-3-hexenylmagnesium chloride C(CCCCCCCC)OCOCC\C=C/CC[Mg]Cl